C(C1=CC=CC=C1)(=O)ON=C(C(=O)C1=CC=C(C=C1)SC1=CC=CC=C1)CCCCCC 4-(phenylsulfanyl)phenyl-1,2-octanedione 2-(O-benzoyloxime)